OCC1=CC(OC1O)=O 4-hydroxymethyl-5-hydroxy-2(5H)-furanone